1-methyl-1,2,3,4-tetrahydronaphthalen CC1CCCC2=CC=CC=C12